tert-butyl 4-hydroxy-2-methyl-4,5,6,7-tetrahydro-1H-indole-1-carboxylate OC1C=2C=C(N(C2CCC1)C(=O)OC(C)(C)C)C